2,2'-bis(diindolylphosphinooxy)-1,1'-binaphthyl N1C(=CC2=CC=CC=C12)P(OC1=C(C2=CC=CC=C2C=C1)C1=C(C=CC2=CC=CC=C12)OP(C=1NC2=CC=CC=C2C1)C=1NC2=CC=CC=C2C1)C=1NC2=CC=CC=C2C1